methyl 7-ethyl-2-(4-methoxybenzyl)-8-(naphthalen-1-ylmethyl)-6-oxo-9-(3-(trifluoromethyl)phenyl)-3,4-dihydro-2H,6H-pyrido[1,2-e][1,2,5]thiadiazine-4-carboxylate 1,1-dioxide C(C)C1=C(C(=C2N(C(CN(S2(=O)=O)CC2=CC=C(C=C2)OC)C(=O)OC)C1=O)C1=CC(=CC=C1)C(F)(F)F)CC1=CC=CC2=CC=CC=C12